C(C)C(C(=O)O)CC(=O)N1CC2=CC=C(C=C2C1)OC.C(CCCC)(=O)N([C@@](C(C)C)(C(=O)O)CC1=CC=CC=C1)C1=CC=C(C=C1)N1N=CN=N1 (S)-N-pentanoyl-N-[4-(2-tetrazolyl)phenyl]benzyl-valine ethyl-4-(5-methoxyisoindolin-2-yl)-4-oxobutanoate